FC1=C(C=CC(=C1)C)C1(CC1)C(=O)NC=1C=CC(=C(C(=O)OC)C1)C=1C=NN(C1)CC(C)C Methyl 5-({[1-(2-fluoro-4-methylphenyl) cyclopropyl]carbonyl}amino)-2-(1-isobutyl-1H-pyrazol-4-yl)benzoate